3-(difluoromethoxy)-4-fluoroaniline FC(OC=1C=C(N)C=CC1F)F